COC(NC1=CC=C2C3=CNC([C@H](COCCCCC(NC2=C1)=O)NC(\C=C\C1=C(C=CC(=C1)Cl)N1N=NN=C1)=O)=N3)=O {(R)-16-[(E)-3-(5-Chloro-2-tetrazol-1-yl-phenyl)-acryloylamino]-9-oxo-14-oxa-8,18,20-triaza-tricyclo[15.2.1.02,7]icosa-1(19),2,4,6,17(20)-pentaen-5-yl}-carbamic Acid methyl ester